FC(C1=CC=C(C=C1)C=1NC(=CC1CCC(=O)N[C@@H]1C(NC[C@H]1O)=O)C1=CC=C(C=C1)C(F)(F)F)(F)F 3-(2,5-bis(4-(trifluoromethyl)phenyl)-1H-pyrrol-3-yl)-N-((3S,4R)-4-hydroxy-2-oxopyrrolidin-3-yl)propanamide